BrC1=CN=C(C2=CC=CC=C12)N[C@@H]1C[C@H](CC1)NC1=NC=C(C=N1)OC(F)F (1s,3s)-N1-(4-bromoisoquinolin-1-yl)-N3-(5-(difluoromethoxy)pyrimidin-2-yl)cyclopentane-1,3-diamine